FC(OC=1C=2N(C=C(C1)C(=O)NC1=NC(=CC=C1)C(F)F)C=C(N2)[C@]21CO[C@](CC2)(C1)C)F 8-(difluoromethoxy)-N-(6-(difluoromethyl)pyridin-2-yl)-2-((1R,4S)-1-methyl-2-oxabicyclo[2.2.1]hept-4-yl)imidazo[1,2-a]pyridine-6-carboxamide